2,4,6-tri-t-butylpyrimidine C(C)(C)(C)C1=NC(=CC(=N1)C(C)(C)C)C(C)(C)C